3,7-dimethylnon-2,6-dien-1-ol CC(=CCO)CCC=C(CC)C